(3-(2-aminoethylamino)propyl)triethoxysilane NCCNCCC[Si](OCC)(OCC)OCC